5-(2,2-difluorocyclopropyl)-2-(4-fluoro-2-methylphenoxy)-N-(2-oxo-1,2-dihydropyridin-4-yl)-4-(trifluoromethyl)benzamide FC1(C(C1)C=1C(=CC(=C(C(=O)NC2=CC(NC=C2)=O)C1)OC1=C(C=C(C=C1)F)C)C(F)(F)F)F